tris(dibutylamino)(3-vinylphenyl)silane C(CCC)N(CCCC)[Si](C1=CC(=CC=C1)C=C)(N(CCCC)CCCC)N(CCCC)CCCC